C(C)N1CCN(CC1)CC1=CC=C(N=N1)NC1=NC=C(C(=N1)C1=CC2=C(N=C3COCC(N32)C)C(=C1)F)F 6-((4-ethylpiperazin-1-yl)methyl)-N-(5-fluoro-4-(9-fluoro-4-methyl-3,4-dihydro-1H-benzo[4,5]imidazo[2,1-c][1,4]oxazin-7-yl)pyrimidin-2-yl)pyridazin-3-amine